[N+](=O)([O-])[O-] Nitrit-Oxid